C(C)N(C1=CC(=C(C=C1)C1(OC(C=2C1=NC=CC2)=O)C2=C(N(C1=CC=CC=C21)CC)C)OCCCCCC)CC 7-[4-(diethylamino)-2-(hexyloxy)phenyl]-7-(1-ethyl-2-methyl-1H-indol-3-yl)furo[3,4-b]pyridin-5(7H)-one